eicosyl α-chloroacrylate ClC(C(=O)OCCCCCCCCCCCCCCCCCCCC)=C